FC1(CN(CC1(F)F)C(=O)C1(CCN(CC1)C(=O)OC(C)(C)C)C(=O)OC)F O1-tert-Butyl O4-methyl 4-(3,3,4,4-tetrafluoropyrrolidine-1-carbonyl)piperidine-1,4-dicarboxylate